tert-butyl 4-[5-[6-[2-cyano-3-(cyclohexylsulfonylamino)-6-fluoro-phenoxy]-4-oxo-quinazolin-3-yl]pyrimidin-2-yl]piperazine-1-carboxylate C(#N)C1=C(OC=2C=C3C(N(C=NC3=CC2)C=2C=NC(=NC2)N2CCN(CC2)C(=O)OC(C)(C)C)=O)C(=CC=C1NS(=O)(=O)C1CCCCC1)F